diethyl 2,2-dimethylsuccinate CC(C(=O)OCC)(CC(=O)OCC)C